Cl.[Cl-].[Zn+2].[Cl-] zinc chloride-HCl